4-iodo-2,3,5,6-tetrafluoroaniline IC1=C(C(=C(N)C(=C1F)F)F)F